FC1([C@H](C1)C1=CC(=NN1)NC([C@@H](C)C=1C=NN(C1)C1=CC(=CC(=C1)F)F)=O)F (S)-N-(5-((R)-2,2-difluorocyclopropyl)-1H-pyrazol-3-yl)-2-(1-(3,5-difluorophenyl)-1H-pyrazol-4-yl)propanamide